ClC1=NC=CC(=C1)C1=NNC(=C1C1=CC=CC=C1)N 3-(2-chloropyridin-4-yl)-4-phenyl-1H-pyrazol-5-amine